4,5-bis(diphenylphosphinomethyl)-2,2-dimethyl-1,3-dioxolane C1(=CC=CC=C1)P(C1=CC=CC=C1)CC1OC(OC1CP(C1=CC=CC=C1)C1=CC=CC=C1)(C)C